ONC(=O)C=1CCN(CC1)S(=O)(=O)C1=CC=C(C=C1)C1=CC=C(C=C1)CN1CCCCC1 N-hydroxyl-1-((4'-(piperidine-1-ylmethyl)-[1,1'-biphenyl]-4-yl)sulfonyl)-1,2,3,6-tetrahydropyridine-4-formamide